CC(CCC)=O methylbutan-1-one